anti-3-(3-((dimethylamino)methyl)-4-hydroxypiperidin-4-yl)benzamide CN(C)CC1CNCCC1(O)C=1C=C(C(=O)N)C=CC1